(cyclobutylmethyl)({2-[(4-{[1,2,4]triazolo[4,3-a]pyridin-8-yl}-1H-1,2,3-triazol-1-yl)methyl]imidazo[1,2-a]pyridin-6-yl}methyl)amine C1(CCC1)CNCC=1C=CC=2N(C1)C=C(N2)CN2N=NC(=C2)C=2C=1N(C=CC2)C=NN1